(1S,5R)-3-(7-cyano-3-fluoropyrazolo[1,5-a]pyridin-4-yl)-5-(trifluoromethyl)-3-azabicyclo[3.1.0]hexane-1-carboxylic acid C(#N)C1=CC=C(C=2N1N=CC2F)N2C[C@@]1(C[C@@]1(C2)C(F)(F)F)C(=O)O